FC=1C=C2C(=CN3C2=C(C1)CN(CC3)C(=O)N3CCC(CC3)NC)C3=CNC=C3C3=CN=C1N3C=CC=C1 3-(9-fluoro-2-(4-(methylamino)piperidine-1-carbonyl)-1,2,3,4-tetrahydro-[1,4]diazepino[6,7,1-hi]indol-7-yl)-4-(imidazo[1,2-a]pyridin-3-yl)-1H-pyrrole